Cl.Cl.N1CC(C1)C=1C(=C(C=C(C1C)Cl)C(C)N1N=C(C=2C1=NC=NC2N)C)OC (1-(3-azetidin-3-yl-5-chloro-2-methoxy-4-methylphenyl)ethyl)-3-methyl-1H-pyrazolo[3,4-d]pyrimidin-4-amine dihydrochloride